O-(4-chloro-3-fluorophenyl)-N-(ethoxycarbonyl)-D-serine ClC1=C(C=C(C=C1)OC[C@@H](NC(=O)OCC)C(=O)O)F